CN(C=1C=CC=2N(C3=CC=C(C=C3SC2C1)N(C)C)C(C)=O)C 3,7-di(dimethylamino)-10-acetyl-phenothiazine